4,4-bis(((E)-non-2-en-1-yl)oxy)butanoic acid C(\C=C\CCCCCC)OC(CCC(=O)O)OC\C=C\CCCCCC